4-fluoro-3-methyl-1-(p-toluenesulfonyl)pyrrolo[2,3-c]pyridine FC1=C2C(=CN=C1)N(C=C2C)S(=O)(=O)C2=CC=C(C)C=C2